2-((1H-pyrazol-3-yl)methyl)-6-(pyridin-4-ylsulfonyl)phthalazin-1(2H)-one N1N=C(C=C1)CN1C(C2=CC=C(C=C2C=N1)S(=O)(=O)C1=CC=NC=C1)=O